C[C@H](CC/C=C(\\C)/C(=O)SCCNC(=O)CCNC(=O)[C@@H](C(C)(C)COP(=O)(O)OP(=O)(O)OC[C@@H]1[C@H]([C@H]([C@@H](O1)N2C=NC3=C(N=CN=C32)N)O)OP(=O)(O)O)O)[C@H]4CC[C@@H]5[C@@]4([C@H](C[C@H]6[C@H]5[C@@H](C[C@H]7[C@@]6(CC[C@H](C7)O)C)O)O)C The molecule is a 3alpha,7alpha,12alpha-trihydroxy-5beta-cholest-24-en-26-oyl-CoA. It has a role as a bile acid metabolite. It is a conjugate acid of a (24E)-3alpha,7alpha,12alpha-trihydroxy-5beta-cholest-24-en-26-oyl-CoA(4-).